C(C(=O)[O-])(=O)[O-].C(C(=O)O)(=O)[O-].[B+3] boron bisoxalate